C(C)(OC(Cl)(Cl)Cl)(OC1=CC=CC=C1)[O-] trichloromethyl phenyl orthoacetate